ethyl 4-fluoro-5-hydroxy-indane-2-carboxylate FC1=C2CC(CC2=CC=C1O)C(=O)OCC